C1(CCCCC1)C(C)(CC)C=1C=C(C=2[C@H]3[C@H](C(OC2C1)(C)C)CC=C(C3)C)O (6Ar,10aR)-3-(2-cyclohexylbutan-2-yl)-6,6,9-trimethyl-6a,7,10,10a-tetrahydrobenzo[c]chromen-1-ol